FC1=CC(=C(C=C1)N1N=CC=2C1=NC=NC2)OC 1-(4-fluoro-2-methoxy-phenyl)pyrazolo[3,4-d]pyrimidin